7,15-dioxo-5,17-bis(4-oxo-4-(pentyloxy)butyl)-6,8,14,16-tetraoxa-11-azahenicosandioate O=C(OC(CCCC(=O)[O-])CCCC(OCCCCC)=O)OCCNCCOC(OC(CCCC(=O)[O-])CCCC(=O)OCCCCC)=O